ClC1=C(C=C(C=C1)C(CN(C)C)=NO)F 1-(4-chloro-3-fluoro-phenyl)-2-(dimethylamino)ethanone oxime